CN1C(=C(C=C1C)C1=CC=CC=C1)C(C(=O)NC1=CC=C(C=C1)C1CCN(CC1)C1=NC=C(C=N1)F)=O 2-(1,5-dimethyl-3-phenyl-1H-pyrrol-2-yl)-N-(4-(1-(5-fluoropyrimidin-2-yl)piperidin-4-yl)phenyl)-2-oxoacetamide